N-(5-(4-cyanophenyl)thiazolo[5,4-b]pyridin-2-yl)-4-(2,6-dimethoxyphenyl)-6-methylnicotinamide C(#N)C1=CC=C(C=C1)C1=CC=C2C(=N1)SC(=N2)NC(C2=CN=C(C=C2C2=C(C=CC=C2OC)OC)C)=O